4-((4-(4-((2,6-dioxopiperidin-3-yl)carbamoyl)phenyl)piperazin-1-yl)methyl)piperidin O=C1NC(CCC1NC(=O)C1=CC=C(C=C1)N1CCN(CC1)CC1CCNCC1)=O